FCCCCCCCCC(C(=O)OCCCCCCCBr)CCCCCCCC 7-bromoheptyl 10-fluoro-2-octyldecanoate